CC(C)(C)OC(=O)NCCCCCC(=O)ON1C(=O)CCC1=O 6-(Boc-amino)caproic acid N-succinimidyl ester